C(C1=CC=CC=C1)N(C=1C(=CC=CC1)N)C N1-benzyl-N1-methylbenzene-1,2-diamine